C1(CCCCC1)C(=O)N1CCNCC1 (cyclohexanecarbonyl)piperazine